tris-[(2-(dibutylamino)ethyl)]amine C(CCC)N(CCN(CCN(CCCC)CCCC)CCN(CCCC)CCCC)CCCC